C(C1=CC=CC=C1)OC1=CC=C(C=C1)C1CCN(CC1)C1(COCC1O[Si](C1=CC=CC=C1)(C1=CC=CC=C1)C(C)(C)C)C 4-(4-(benzyloxy)phenyl)-1-(4-((tert-butyldiphenylsilyl)oxy)-3-methyltetrahydrofuran-3-yl)piperidine